N1C(=NC=C1)C=1C(=NC=CC1)NCC=1C(=C(C=O)C=CC1)O 3-(((3-(1H-imidazol-2-yl)pyridin-2-yl)amino)methyl)-2-hydroxybenzaldehyde